3-Amino-6-chloro-4-(7-fluoro-1H-indazol-4-yl)-8-methyl-1H-1,7-naphthyridin-2-one NC=1C(NC2=C(N=C(C=C2C1C1=C2C=NNC2=C(C=C1)F)Cl)C)=O